(S)-4-(8-Ethyl-2-(piperazin-1-yl)-7,8-dihydropyrido[4,3-d]pyrimidin-6(5H)-yl)pyrazolo[1,5-a]pyridine-7-carbonitrile C(C)[C@H]1CN(CC2=C1N=C(N=C2)N2CCNCC2)C=2C=1N(C(=CC2)C#N)N=CC1